3-(3-chloro-4-methylpyridin-2-yl)oxetane-3-carbonitrile ClC=1C(=NC=CC1C)C1(COC1)C#N